N-(4-methoxy-2,6-dimethylbenzoyl)-O-(3-(2-(5,6,7,8-tetrahydro-1,8-naphthyridin-2-yl)ethyl)cyclobutyl)homoserine COC1=CC(=C(C(=O)N[C@@H](CCOC2CC(C2)CCC2=NC=3NCCCC3C=C2)C(=O)O)C(=C1)C)C